BrCC1=CC(=NC2=CC(=CC=C12)C(=O)OC)C1=CC=C(C=C1)C(F)(F)F methyl 4-(bromomethyl)-2-(4-(trifluoromethyl)phenyl)quinoline-7-carboxylate